2-chloro-N-(4-nitrosophenethyl)quinolin-4-amine ClC1=NC2=CC=CC=C2C(=C1)NCCC1=CC=C(C=C1)N=O